CC(C#N)(C)N=NC(C#N)(C)C 2,2'-dimethyl-2,2'-azodipropiononitrile